C(=C(\\C=O)/Cl)\\C=C(/C(=O)O)\\N The molecule is a muconic semialdehyde having amino and chloro substituents at positions 2 and 5 respectively. It has a role as a metabolite. It is a muconic semialdehyde, an organochlorine compound, an alpha,beta-unsaturated monocarboxylic acid and a non-proteinogenic alpha-amino acid. It is a tautomer of a 2-amino-5-chloro-cis,cis-muconate 6-semialdehyde zwitterion.